FC1=C(C=CC=C1)C=1C=C(C(=NC1)NS(=O)(=O)C=1C=NC=CC1)CNC N-(5-(2-fluorophenyl)-3-((methylamino)methyl)pyridin-2-yl)pyridine-3-sulfonamide